O1COC2=C1C=CC(=C2)CCC(=O)NCC2=CC=C(C=C2)Cl 3-(benzo[d][1,3]dioxol-5-yl)-N-(4-chlorobenzyl)propionamide